tert-butyl N-[[2-(difluoromethyl)-5-(dimethylcarbamoyl) pyrazol-3-yl]methyl]carbamate FC(N1N=C(C=C1CNC(OC(C)(C)C)=O)C(N(C)C)=O)F